COC1=CC=C(C=C1)C1=C(NC=2N(C1=O)N=C(C2C2=CC=CC=C2)C2=CC=CC=C2)NC2=NC=C(C=C2)[N+](=O)[O-] 6-(4-methoxyphenyl)-5-((5-nitropyridin-2-yl)amino)-2,3-diphenylpyrazolo[1,5-a]pyrimidin-7(4H)-one